(2-((4s,5s)-5-benzyl-2,2-dimethyl-1,3-dioxolan-4-yl)ethoxy)(tert-butyl)dimethylsilane C(C1=CC=CC=C1)[C@H]1[C@@H](OC(O1)(C)C)CCO[Si](C)(C)C(C)(C)C